NC1=NC=C(C=C1O[C@H](C)C=1C=C(C=CC1)NC(=O)C=1C=CC2=C(SC=C2)C1)C=1C=NN(C1)C (R)-N-(3-(1-((2-amino-5-(1-methyl-1H-pyrazol-4-yl)pyridin-3-yl)oxy)ethyl)phenyl)benzo[b]thiophene-6-carboxamide